C(C1=CC=CC=C1)N1[C@@H](CCN2C1=NC(=CC2=O)N2CC(OCC2)CF)C(F)(F)F (S)-9-Benzyl-2-(2-fluoromethyl-morpholin-4-yl)-8-trifluoromethyl-6,7,8,9-tetrahydro-pyrimido[1,2-a]-pyrimidin-4-one